ClC(C(=O)N[C@H](CCCCN)C(=O)O)(Cl)Cl trichloroacetyl-D-lysine